C1(CCCCC1)[C@H]1[C@H](C2=CC=C(C=C2CC1)O)C1=C(C=C(C=C1)N1CCC(CC1)C=O)OC 1-(4-((1R,2S)-2-cyclohexyl-6-hydroxy-1,2,3,4-tetrahydronaphthalen-1-yl)-3-methoxyphenyl)piperidine-4-carbaldehyde